C1(CCC(CCC(CC1)CC(=O)O)CC(=O)O)CC(=O)O Cyclononane-1,4,7-triacetic acid